CN(CC(C1=CC(=CC=C1)C(F)(F)F)NS(=O)(=O)C1=CC(=C(C=C1)OC(F)(F)F)[N+](=O)[O-])C N-(2-(dimethylamino)-1-(3-(trifluoromethyl)phenyl)ethyl)-3-nitro-4-(trifluoromethoxy)benzenesulfonamide